C(C=C)(=O)NCCCC[C@H](N)C(=O)O Nε-acryloyl-lysine